1-(6-(butylthio)-2-fluoro-9H-purin-9-yl)ethan-1-one C(CCC)SC1=C2N=CN(C2=NC(=N1)F)C(C)=O